3-(3,5-dichlorophenyl)-5-((R)-15-(3,4-diphenethoxyphenoxy)-14-hydroxy-6,9-dioxa-3,12-diazapentadecyl)-5-methyloxazolidine-2,4-dione ClC=1C=C(C=C(C1)Cl)N1C(OC(C1=O)(C)CCNCCOCCOCCNC[C@H](COC1=CC(=C(C=C1)OCCC1=CC=CC=C1)OCCC1=CC=CC=C1)O)=O